CC1=C(N(C2=CC=CC=C12)CC(F)(F)F)C1=CC=CC=C1 methyl(phenyl)-1-(2,2,2-trifluoroethyl)-1H-indol